(E)-1-(2-(3-cyclopropylmethoxy-4-methoxyphenyl)-2-(hydroxymethylimino)ethyl)-2,6-dimethylpyridin-4(1H)-one C1(CC1)COC=1C=C(C=CC1OC)\C(\CN1C(=CC(C=C1C)=O)C)=N/CO